Cl.FC1=CC=C(C=C1)C1=NNC2=C1CNCC2 3-(4-Fluorophenyl)-4,5,6,7-tetrahydro-1H-pyrazolo[4,3-c]pyridine hydrochloride